N(=O)[O-].[Ag+] silver nitrite salt